FC(C1=NN=C(S1)NC(=O)C1=NN2C(C(N(CC2)CC2(COC2)C)=O)=C1C)(F)F 3-methyl-5-(3-methyloxetan-3-ylmethyl)-4-oxo-4,5,6,7-tetrahydropyrazolo[1,5-a]pyrazine-2-carboxylic acid (5-trifluoromethyl[1,3,4]thiadiazol-2-yl)amide